CC=1C=C(C=CC1C)C(CSC1=NN=C(N1)C1=CC=CC=C1)=O 1-(3,4-dimethylphenyl)-2-((5-phenyl-4H-1,2,4-triazol-3-yl)thio)ethan-1-one